1-trimethoxysilyl-2-(diethylamino)(methyldimethoxysilylpropylamino)methylsilyl-ethylene CO[Si](C(=CN(CC)CC)[SiH2]CNCCC[Si](OC)(OC)C)(OC)OC